(5-(difluoromethyl)-2-(methylthio)pyrimidin-4-yl)-2-fluorobenzoic acid methyl ester COC(C1=C(C(=CC=C1)C1=NC(=NC=C1C(F)F)SC)F)=O